3-cyclopropyl-N-[(2Z)-imidazolidin-2-ylidene]-5-methyl-4-({3-[(propan-2-yl)carbamoyl]phenyl}amino)benzamide C1(CC1)C=1C=C(C(=O)N=C2NCCN2)C=C(C1NC1=CC(=CC=C1)C(NC(C)C)=O)C